Methacrylonitrile benzyl-(3aR,5r,6aS)-5-((methylsulfonyl)oxy)hexahydrocyclopenta[c]pyrrole-2(1H)-carboxylate C(C1=CC=CC=C1)OC(=O)N1C[C@@H]2[C@H](C1)CC(C2)OS(=O)(=O)C.C(C(=C)C)#N